C(C)S(=O)(=O)C=1C=C(C=NC1C1=NC2=C(N=NC(=C2)C(F)(F)F)N1C)C(C#N)(C)C 2-[5-ethylsulfonyl-6-[7-methyl-3-(trifluoromethyl)imidazo[4,5-c]pyridazin-6-yl]-3-pyridinyl]-2-methyl-propionitrile